rel-(2R,3S)-4-({[4,5-dichloro-3-(3,4-difluoro-2-methoxyphenyl)-3a-methyl-5a-(Trifluoromethyl)hexahydrocyclobuta[2,1-b]furan-2-yl]carbonyl}amino)pyridine-2-carboxamide ClC1C(C2(O[C@H]([C@H](C21C)C2=C(C(=C(C=C2)F)F)OC)C(=O)NC2=CC(=NC=C2)C(=O)N)C(F)(F)F)Cl |o1:5,6|